2-[4-(2-Ethyl-7-fluoro-3-{[4-(4-fluoro-phenyl)-thiazol-2-yl]-methyl-amino}-imidazo[1,2-a]pyridin-6-yl)-piperazin-1-yl]-1-(3-hydroxy-azetidin-1-yl)-ethanone C(C)C=1N=C2N(C=C(C(=C2)F)N2CCN(CC2)CC(=O)N2CC(C2)O)C1N(C)C=1SC=C(N1)C1=CC=C(C=C1)F